NC1C(CCC1)C(=O)OC[C@@H]1C[C@H]2N(CCC3=CC(=C(C=C23)OC)OC)C[C@H]1CC(C)C [(2R,3S,11bR)-9,10-dimethoxy-3-(2-methylpropyl)-1H,2H,3H,4H,6H,7H,11bH-pyrido[2,1-a]isoquinolin-2-yl]methyl 2-aminocyclopentane-1-carboxylate